COC1=C(C=CC=C1OC)CCNC1=CC(=NC=N1)C1=CC(=CS1)OCC 5-{6-[2-(2,3-Dimethoxy-phenyl)-ethylamino]-pyrimidin-4-yl}-3-ethoxy-thiophen